bis(hydroxyethyl)methyl-dodecylammonium chloride [Cl-].OCC[N+](CCCCCCCCCCCC)(C)CCO